NC=1N=C(C2=C(C=NN(C2=O)CC2=CC=C(C=C2)CN2CCCC2)N1)N[C@H](CC)CCC (R)-2-amino-4-(hexan-3-ylamino)-6-(4-(pyrrolidin-1-ylmethyl)benzyl)pyrimido[4,5-d]pyridazin-5(6H)-one